ClC=1C=NC(=NC1)NNC(C1=C(C=C(C=C1)/C(=C/C(C(F)(F)F)C1=CC(=C(C(=C1)Cl)Cl)Cl)/F)C(F)(F)F)=O (Z)-N'-(5-chloropyrimidin-2-yl)-4-(1,4,4,4-tetrafluoro-3-(3,4,5-trichlorophenyl)but-1-en-1-yl)-2-(trifluoromethyl)benzoyl-hydrazine